(5S,8R)-N-(3,4-dichlorophenyl)-2-fluoro-6,7,8,9-tetrahydro-5H-5,8-epiminobenzo[7]annulene-10-carboxamide ClC=1C=C(C=CC1Cl)NC(=O)N1[C@H]2CC[C@@H]1CC1=C2C=CC(=C1)F